NC(C(=O)O)CC=1C=C(C=CC1)C 2-amino-3-(m-tolyl)propanoic acid